4-tertiary butyl-2-(α-methylbenzyl)phenol C(C)(C)(C)C1=CC(=C(C=C1)O)C(C1=CC=CC=C1)C